isopropyl-silicon trichloride C(C)(C)[Si](Cl)(Cl)Cl